(4-methoxybenzyl)-2-phenylacetamide COC1=CC=C(CC(C(=O)N)C2=CC=CC=C2)C=C1